arachidyl-ammonium sulfate S(=O)(=O)([O-])[O-].C(CCCCCCCCCCCCCCCCCCC)[NH3+].C(CCCCCCCCCCCCCCCCCCC)[NH3+]